ClC=1N=C(C2=C(N1)N(N=N2)[C@H]2[C@@H]([C@@H]([C@H](O2)CS(=O)(=O)CP(O)(O)=O)O)O)NCC2=C(C=CC=C2)Cl (((((2S,3S,4R,5R)-5-(5-chloro-7-((2-chlorobenzyl)amino)-3H-[1,2,3]triazolo[4,5-d]pyrimidin-3-yl)-3,4-dihydroxytetrahydrofuran-2-yl)methyl)sulfonyl)methyl)phosphonic acid